(Z)-(9-ethyl-6-nitro-9H-carbazol-3-yl)(4-((1-methoxyprop-2-yl)oxy)-2-methylphenyl)methanone O-acetyl oxime C(C)(=O)O\N=C(/C1=C(C=C(C=C1)OC(COC)C)C)\C=1C=CC=2N(C3=CC=C(C=C3C2C1)[N+](=O)[O-])CC